C1=C(C=CC2=CC=CC=C12)\C(\C)=N\NC(C1=CN=CC=C1)=O (E)-N'-(1-(naphthalen-2-yl)ethylidene)nicotinohydrazide